Tert-butyl (1RS,4RS,5SR)-5-((5-cyclopropyl-3-(2,6-dichlorophenyl)isoxazol-4-yl) methoxy)-2-azabicyclo[2.2.1]heptane-2-carboxylate C1(CC1)C1=C(C(=NO1)C1=C(C=CC=C1Cl)Cl)CO[C@@H]1[C@H]2CN([C@@H](C1)C2)C(=O)OC(C)(C)C |r|